BrC=1C=C(C=C2C=CN(C12)COCC[Si](C)(C)C)F 7-Bromo-5-fluoro-1-{[2-(trimethylsilyl)ethoxy]methyl}indole